tert-butyl 3-(6-(2-(methoxymethoxy)-4-(2-methylimidazo[1,2-b]pyridazin-6-yl)phenyl)pyridazin-3-yl)azetidine-1-carboxylate COCOC1=C(C=CC(=C1)C=1C=CC=2N(N1)C=C(N2)C)C2=CC=C(N=N2)C2CN(C2)C(=O)OC(C)(C)C